ClC1=C2CN(C(C2=C(C=C1)NC1=NC(=C(C=C1)C1CCOCC1)C(C)N(C)C)=O)C(=O)OC(C)(C)C tert-butyl 4-chloro-7-((6-(1-(dimethylamino)ethyl)-5-(tetrahydro-2H-pyran-4-yl)pyridin-2-yl)amino)-1-oxoisoindoline-2-carboxylate